CC=1C(=C(C=CC1)C(N)N)C dimethyldiaminophenylmethane